NC1=CC=C(C=C1)N(C)CC1CN(C1)C(=O)OC(C)(C)C tert-butyl 3-(((4-aminophenyl)(methyl)amino)methyl)azetidine-1-carboxylate